benzyl 3,4-dihydroxycyclopentane-1-carboxylate OC1CC(CC1O)C(=O)OCC1=CC=CC=C1